ClC1=C(C=CC(=C1)C)C(CNC(=O)C1=NC(=NC=C1SC1=C(C(=CC=C1)C1CC1)F)C)(F)F N-[2-(2-chloro-4-methylphenyl)-2,2-difluoroethyl]-5-[(3-cyclopropyl-2-fluorophenyl)sulfanyl]-2-methylpyrimidine-4-carboxamide